FC(C(=O)O)(F)F dl-2,2,2-trifluoroacetic acid